C(C)(C)(C)OC(C(CC1=CC=C(C=C1)C#N)N)=O 2-Amino-3-(4-cyanophenyl)propionic acid tert-butyl ester